methyl 2-(4,4-difluoro-3-methylpiperidin-1-yl)-5-oxo-5,6,7,8-tetrahydroquinoline-3-carboxylate FC1(C(CN(CC1)C1=NC=2CCCC(C2C=C1C(=O)OC)=O)C)F